2-(1-acryloyl-4-(8-chloro-4-(3-(dimethylamino)azetidin-1-yl)-6-fluoro-7-(quinolin-4-yl)-1H-imidazo[4,5-c]quinolin-1-yl)piperidin-2-yl)acetonitrile C(C=C)(=O)N1C(CC(CC1)N1C=NC=2C(=NC=3C(=C(C(=CC3C21)Cl)C2=CC=NC1=CC=CC=C21)F)N2CC(C2)N(C)C)CC#N